C(CCCCCC)C(C(=O)OCCCCCCC1NC(CN(C1)CCCCO)CCCCCCOC(C(CCCCCCC)CCCCCCC)=O)CCCCCCC (4-(4-hydroxybutyl)piperazine-2,6-diyl)bis(hexane-6,1-diyl) bis(2-heptylnonanoate)